rac-tert-butyl (1S,3R,5R)-6,6-difluoro-3-hydroxy-8-azabicyclo[3.2.1]octane-8-carboxylate FC1([C@H]2C[C@@H](C[C@@H](C1)N2C(=O)OC(C)(C)C)O)F |r|